O1CC(C1)CCOC1=C2C(=NC(=C1)C1=CNC3=CN=C(C=C31)NC(C)=O)C3(OCC2)COCC3 N-(3-(4'-(2-(oxetan-3-yl)ethoxy)-4,5,5',6'-tetrahydro-2H-spiro[furan-3,8'-pyrano[3,4-b]pyridin]-2'-yl)-1H-pyrrolo[2,3-c]pyridin-5-yl)acetamide